(S)-3-(((7-(1H-Pyrazol-4-yl)-2,3-dihydrofuro[3,2-c]pyridin-4-yl)amino)methyl)-N-(2-hydroxy-1-phenylethyl)benzamid N1N=CC(=C1)C=1C2=C(C(=NC1)NCC=1C=C(C(=O)N[C@H](CO)C3=CC=CC=C3)C=CC1)CCO2